OCCC1(C2=CC(=CC=C2C=2C=CC(=CC12)C1=CC=C(C=C1)OC1=CC=CC=C1)C1=CC=C(C=C1)OC1=CC=CC=C1)CCO 9,9-bis(2'-hydroxyethyl)-2,7-bis[4'-phenoxyphenyl]-9H-fluorene